N-methyl-N-[3-[3-(2-thienylcarbonyl)pyrazolo[1,5-a]pyrimidin-7-yl]phenyl]-acetamide CN(C(C)=O)C1=CC(=CC=C1)C1=CC=NC=2N1N=CC2C(=O)C=2SC=CC2